4-((4-fluoro-1,3-dioxoisoindol-2-yl)methyl)piperidine FC1=C2C(N(C(C2=CC=C1)=O)CC1CCNCC1)=O